1-(4-benzylpiperazin-1-yl)-N-(2-hydroxyphenyl)cyclopropane-1-carboxamide C(C1=CC=CC=C1)N1CCN(CC1)C1(CC1)C(=O)NC1=C(C=CC=C1)O